diethylbenzene ammonium tetrakis(pentafluorophenyl)borate FC1=C(C(=C(C(=C1[B-](C1=C(C(=C(C(=C1F)F)F)F)F)(C1=C(C(=C(C(=C1F)F)F)F)F)C1=C(C(=C(C(=C1F)F)F)F)F)F)F)F)F.[NH4+].C(C)C1=C(C=CC=C1)CC